C(C)OCC1=CC=C(C=C1)S(=O)(=O)OOCC=1N(NNC1)C(C1=CC=CC=C1)COC=1C=NN(C(C1Cl)=O)C(C)(C)C (1-(3-((((1-(tert-butyl)-5-chloro-6-oxo-1,6-dihydropyridazin-4-yl) oxy) methyl) benzyl)-1H-1,2,3-triazole-4-yl) methoxy) ethoxy-4-toluenesulfonate